FC1([C@@H]2[C@@H](N([C@H](C1)CC2)C(=O)C=2NC1=CC=CC(=C1C2)OC)C(=O)N[C@H](/C=C\2/C(OCC2)=O)C[C@@H]2C(NCC2)=O)F (1S,3R,4S)-5,5-difluoro-2-(4-methoxy-1H-indole-2-carbonyl)-N-((S,E)-1-(2-oxodihydrofuran-3(2H)-ylidene)-3-((R)-2-oxopyrrolidin-3-yl)propan-2-yl)-2-azabicyclo[2.2.2]octane-3-carboxamide